3-Fluoro-N-(2-(2-methylphenylamino)-1,5-naphthyridin-3-yl)-5-trifluoromethylbenzamide FC=1C=C(C(=O)NC=2C(=NC3=CC=CN=C3C2)NC2=C(C=CC=C2)C)C=C(C1)C(F)(F)F